N=1C=NN2C1C=CC(=C2)C=2N(N=C1C(N(C=CC12)C1=CC(=CC=C1)Br)=O)C1=NC(=CC=C1)C 3-([1,2,4]triazolo[1,5-a]pyridin-6-yl)-6-(3-bromophenyl)-2-(6-methylpyridin-2-yl)-2H-pyrazolo[3,4-c]pyridin-7(6H)-one